OC1=C(C(=CC(=C1C1=CC=CC=C1)OCN(C(OC)=O)C1=CC=CC=C1)CCCCC)C methyl (((6-hydroxy-5-methyl-4-pentyl-[1,1'-biphenyl]-2-yl)oxy)methyl)(phenyl)carbamate